N-((9S)-9-ethyl-4-fluoro-9-hydroxy-10,13-dioxo-2,3,9,10,13,15-hexahydro-1H,12H-benzo[de]pyrano[3',4':6,7]indolizino[1,2-b]quinolin-1-yl)acetamide C(C)[C@]1(C(OCC=2C(N3CC=4C(=NC=5C=CC(=C6C5C4C(CC6)NC(C)=O)F)C3=CC21)=O)=O)O